N-methyl-4-(3-(2-methyl-5-((3-(trifluoromethyl)phenyl)carbamoyl)phenyl)pyrrolidin-1-yl)pyridine CN1CC=C(C=C1)N1CC(CC1)C1=C(C=CC(=C1)C(NC1=CC(=CC=C1)C(F)(F)F)=O)C